(2-Azabicyclo[3.1.0]hexan-1-yl)methyl-(7-fluoro-6-(8-methyl-2,3-dihydro-1H-pyrido[2,3-b][1,4]oxazin-7-yl)isochinolin-3-yl)carbamat C12(NCCC2C1)COC(NC=1N=CC2=CC(=C(C=C2C1)C1=C(C2=C(OCCN2)N=C1)C)F)=O